9,9'-(3''-bromo-[1,1':3',1''-terphenyl]-2,4'-diyl)bis(9H-carbazole) BrC=1C=C(C=CC1)C=1C=C(C=CC1N1C2=CC=CC=C2C=2C=CC=CC12)C1=C(C=CC=C1)N1C2=CC=CC=C2C=2C=CC=CC12